(S)-N-((S)-1-cyano-2-(4-(3-methyl-2-oxo-2,3-dihydrobenzo[d]oxazol-5-yl)phenyl)ethyl)-1,4-oxazolidine-2-carboxamide C(#N)[C@H](CC1=CC=C(C=C1)C=1C=CC2=C(N(C(O2)=O)C)C1)NC(=O)[C@H]1OCNC1